2-((4-(((tert-butyldimethylsilyl)oxy)methyl)pyridin-2-yl)oxyethyl)-6-oxo-1,6-dihydropyridine-3-carboxylate [Si](C)(C)(C(C)(C)C)OCC1=CC(=NC=C1)OCCC=1NC(C=CC1C(=O)[O-])=O